C1CCC2C3C(CC(C12)C3)=CCCC=O 4-(octahydro-4,7-methano-5H-inden-5-ylidene)butyraldehyde